OC1=C(C=CC(=C1)C(F)(F)F)C1=C(C=C(N=N1)N[C@H]1CN(CCC1)C1CCN(CC1)C(=O)N1CCC(CC1)NC(OC(C)(C)C)=O)C tert-butyl (R)-(1-(3-((6-(2-hydroxy-4-(trifluoromethyl)phenyl)-5-methylpyridazin-3-yl)amino)-[1,4'-bipiperidine]-1'-carbonyl)piperidin-4-yl)carbamate